1-(endo-3-((4-((4-([1,2,4]Triazolo[1,5-a]pyridin-7-yloxy)-2-fluoro-3-methylphenyl)amino)-7-ethoxy-quinazolin-6-yl)oxy)-8-azabicyclo[3.2.1]octan-8-yl)prop-2-en-1-one N=1C=NN2C1C=C(C=C2)OC2=C(C(=C(C=C2)NC2=NC=NC1=CC(=C(C=C21)OC2CC1CCC(C2)N1C(C=C)=O)OCC)F)C